NC1=C2N=CN(C2=NC(=N1)F)C#C[C@H]1C[C@@H]([C@H](O1)CO[P@](=O)(OC1=CC=CC=C1)N[C@@H](CC1=CC=CC=C1)C(=O)OCC(CCCCCCCC)CCCCCCCC)O 2-octyldecyl ((S)-(((2R,3S,5R)-5-(6-amino-2-fluoro-9H-purin-9-yl) ethynyl-3-hydroxytetrahydrofuran-2-yl)methoxy)(phenoxy)phosphoryl)-L-phenylalaninate